3-(2-fluorophenyl)-5-methyl-1H-pyrrole-2,4-dicarboxylate FC1=C(C=CC=C1)C1=C(NC(=C1C(=O)[O-])C)C(=O)[O-]